(R)-2-(2-hydroxy-3-methylphenyl)-N-methoxy-N-methyl-4,5-dihydrothiazole-4-carboxamide OC1=C(C=CC=C1C)C=1SC[C@H](N1)C(=O)N(C)OC